3-((3-(2-chloro-3-phenylanilino)-1-methylpyrazolo[4,5-b]pyridin-6-ylidene)amino)propane-1,2-diol ClC1=C(NC=2NN(C=3C2N=CC(C3)=NCC(CO)O)C)C=CC=C1C1=CC=CC=C1